N-(1-(6,7-difluoro-4-oxo-3,4-dihydrophthalazin-1-yl)ethyl)-5-fluoro-N-methyl-1H-indole-2-carboxamide FC=1C=C2C(NN=C(C2=CC1F)C(C)N(C(=O)C=1NC2=CC=C(C=C2C1)F)C)=O